FC1=C(C=CC=C1)CC(=O)NC1=CC(=C(C=C1)N1N=CC(=C1)C)S(N)(=O)=O 2-(2-Fluorophenyl)-N-[4-(4-methyl-1H-pyrazol-1-yl)-3-sulfamoylphenyl]acetamide